ClC1=C(C=C(C=C1)C=1N=NN(C1)CC(C)C)C[C@@H](C(=O)NC1=CC=C(C=C1)C=1N(C=NC1)C)NC(=O)C=1N(N=CC1)C N-[(1S)-1-[[2-chloro-5-(1-isobutyltriazol-4-yl)phenyl]methyl]-2-[4-(3-methylimidazol-4-yl)anilino]-2-oxo-ethyl]-2-methyl-pyrazole-3-carboxamide